1-methyl-4-{4-[(3-methylphenyl)methoxy]piperidin-1-yl}-2-oxo-1,2-dihydroquinoline-3-carboxamide CN1C(C(=C(C2=CC=CC=C12)N1CCC(CC1)OCC1=CC(=CC=C1)C)C(=O)N)=O